C(#N)C(NC(=O)[C@@H]1[C@H]2C([C@H]2CN1C([C@H](C(C)(C)C)NC(C(F)(F)F)=O)=O)(C)C)C1CCCC=2C=CN=CC12 (1R,2S,5S)-N-[cyano(5,6,7,8-tetrahydroisoquinolin-8-yl)methyl]-3-[(2S)-3,3-dimethyl-2-[(2,2,2-trifluoroacetyl)amino]butanoyl]-6,6-dimethyl-3-azabicyclo[3.1.0]hexane-2-carboxamide